FC1([C@H](CN(C[C@H]1C)C=1N=C2N(C(C1C)=O)C=C(C=C2[C@@H](C)NC2=C(C(=O)O)C=CC=C2)C)C)F 2-(((R)-1-(2-((3S,5R)-4,4-difluoro-3,5-dimethylpiperidin-1-yl)-3,7-dimethyl-4-oxo-4H-pyrido[1,2-a]pyrimidin-9-yl)ethyl)amino)benzoic acid